2-(4-(5-amino-1-(1-(but-2-ynyl)pyrrolidin-3-yl)imidazo[1,5-c]pyrimidin-3-yl)-3-fluorophenoxy)isonicotinic acid NC1=NC=CC=2N1C(=NC2C2CN(CC2)CC#CC)C2=C(C=C(OC=1C=C(C(=O)O)C=CN1)C=C2)F